Methyl 3-[2-[tert-butoxycarbonyl(2,2,2-trifluoroethyl)amino]ethoxy]-5-fluoro-4-nitro-benzoate C(C)(C)(C)OC(=O)N(CCOC=1C=C(C(=O)OC)C=C(C1[N+](=O)[O-])F)CC(F)(F)F